BrNC=1C(C(=O)OC)=CC=CC1 methyl bromoanthranilate